(S)-1-(5-([1,2,4]triazolo[4,3-a]pyridin-6-yl)-2-((2-(2-fluoro-6-methoxyphenyl)pyrimidin-4-yl)amino)pyridin-4-yl)piperidin-3-ol N=1N=CN2C1C=CC(=C2)C=2C(=CC(=NC2)NC2=NC(=NC=C2)C2=C(C=CC=C2OC)F)N2C[C@H](CCC2)O